C(C)(=O)NCCCC[C@@H](C(=O)NCCC(=O)OCC1=CC=CC=C1)NC(=O)C12CC3CC(CC(C1)C3)C2 (S)-benzyl 3-(6-acetamido-2-(adamantane-1-carboxamido) hexanamido)propanoate